methyl 5-methoxy-1-methyl-6-oxo-2-(1-phenyl-2,3-dihydro-1H-isoindol-2-yl)-1,6-dihydropyrimidine-4-carboxylate COC1=C(N=C(N(C1=O)C)N1C(C2=CC=CC=C2C1)C1=CC=CC=C1)C(=O)OC